CCOP(=S)(O)OCC The molecule is an organic thiophosphate that is the diethyl ester of phosphorothioic O,O,O-acid. It has a role as a human xenobiotic metabolite and a mouse metabolite.